CC(=CC=C)C 4-methylpentenen